BrC=1C=C(C(=C2C=CN=CC12)F)C(F)F 8-Bromo-6-(difluoromethyl)-5-fluoroisoquinoline